(2-cyclopropyl-4-(1-(2,6-dichlorophenyl)azetidin-3-yl)phenyl)methanol C1(CC1)C1=C(C=CC(=C1)C1CN(C1)C1=C(C=CC=C1Cl)Cl)CO